N-(2-cyano-6-isopropylphenyl)-4-(5-((1S,2S)-2-fluorocyclopropyl)-1,2,4-oxadiazol-3-yl)-4-methylpiperidine-1-carboxamide C(#N)C1=C(C(=CC=C1)C(C)C)NC(=O)N1CCC(CC1)(C)C1=NOC(=N1)[C@H]1[C@H](C1)F